C(C)(C)N1C(N(C2=NC=C(C=C21)[N+](=O)[O-])C)=O 1-isopropyl-3-methyl-6-nitro-1H-imidazo[4,5-b]pyridin-2(3H)-one